BrC=1C=C2C=CN(C2=CC1OC)C 5-Bromo-6-methoxy-1-methyl-1H-indole